(4-{3-azabicyclo[3.1.0]hex-3-yl}-2-bromophenyl)methanol C12CN(CC2C1)C1=CC(=C(C=C1)CO)Br